tert-butyl (R)-(1-(6-((2,8-dimethylimidazo[1,2-a]pyrazin-6-yl)carbamoyl)-1,2,4-triazin-3-yl)pyrrolidin-3-yl)-(methyl)carbamate CC=1N=C2N(C=C(N=C2C)NC(=O)C2=CN=C(N=N2)N2C[C@@H](CC2)N(C(OC(C)(C)C)=O)C)C1